(3S,6E)-Nerolidol CC(=CCC/C(=C/CC[C@@](C)(C=C)O)/C)C